N-[(1S,9S)-4-methoxy-17-methyl-17-azatetracyclo[7.5.3.01,10.02,7]heptadeca-2(7),3,5-trien-5-yl]azetidine-2-carboxamide COC1=CC=2[C@@]34C([C@H](CC2C=C1NC(=O)C1NCC1)N(CC4)C)CCCC3